The molecule is a pentacarboxylic acid anion. It is a conjugate base of a pentetate(3-). It is a conjugate acid of a pentetate(5-). C(CN(CC(=O)[O-])CC(=O)[O-])N(CCN(CC(=O)[O-])CC(=O)[O-])CC(=O)O